IC=1C=C(C=C)C=CC1 Meta-iodostyrene